C(C)C1=C(C=2C3(C4=CC=CC=C4OC2C=C1)NC(C1=CC=CC=C13)=O)CC diethylspiro[isoindoline-1,9'-xanthen]-3-one